[B].[B].C1=C2C(=CC=C1)N=C1C=CC3=C4C=CC=CC4=NC3=C12 indolocarbazole diboron